4-((2,5-dimethyl-4,5-dihydropyrazolo[1,5-a]quinoxalin-6-yl)amino)-N-(methyl-d3)nicotinamide CC1=NN2C(CN(C3=C(C=CC=C23)NC2=CC=NC=C2C(=O)NC([2H])([2H])[2H])C)=C1